N(=[N+]=[N-])CC(=O)NCCOCCOCCC(=O)NC=1C=C(C(=O)NC2=CC(=C(C=C2)NC2=NC=CC(=N2)C=2C=NC=CC2)C)C=CC1 3-(3-(2-(2-(2-azidoacetamido)ethoxy)ethoxy)propanamido)-N-(3-methyl-4-((4-(pyridin-3-yl)pyrimidin-2-yl)amino)phenyl)benzamide